C(CCCCCCCC)OC=1C=C(CN2C(C3=CC=CC=C3C2=O)=O)C=C(C1)OCCCCCCCCC 2-(3,5-Bis(nonyloxy)benzyl)isoindoline-1,3-dione